ClC=1C(=C(C=CC1)NC1=C(NC=2CCCC(C12)=O)C1=C(C=NC=C1)OCCOC)OC 3-[(3-chloro-2-methoxyphenyl)amino]-2-[3-(2-methoxyethoxy)pyridin-4-yl]-1,5,6,7-tetrahydroindol-4-one